3-(l-N-methyl-5-[(tert-butoxy)carbonyl]-4H,5H,6H,7H-pyrazolo[1,5-a]pyrazine-3-amidocyclopropyl)benzoic acid CN(C(=O)C=1C=NN2C1CN(CC2)C(=O)OC(C)(C)C)C2(CC2)C=2C=C(C(=O)O)C=CC2